C(C)N1N=CC(=N1)C1=C2C=NN(C2=C(C=C1)B1OC(C(O1)(C)C)(C)C)COCC[Si](C)(C)C 4-(2-ethyl-1,2,3-triazol-4-yl)-7-(4,4,5,5-tetramethyl-1,3,2-dioxaborolan-2-yl)-1-{[2-(trimethylsilyl)ethoxy]methyl}indazole